(1-methyl-1H-imidazol-2-yl)methylamine CN1C(=NC=C1)CN